(1-(1-(cis-4-isopropylcyclohexyl)piperidin-4-yl)-1H-indol-2-yl)methanol C(C)(C)[C@H]1CC[C@H](CC1)N1CCC(CC1)N1C(=CC2=CC=CC=C12)CO